hexane-2,3-dicarboxylate CC(C(CCC)C(=O)[O-])C(=O)[O-]